[N+](=O)([O-])C1=CC=C(C=C1)C(F)(F)F Mono-Nitrobenzotrifluoride